N-(2-iodo-4-(perfluorobutan-2-yl)-6-(trifluoromethyl)phenyl)-2-fluoro-3-(((cyclopropanecarbonyl)oxy)(6-fluoropyridine-3-carbonyl)amino)benzamide IC1=C(C(=CC(=C1)C(C(F)(F)F)(C(C(F)(F)F)(F)F)F)C(F)(F)F)NC(C1=C(C(=CC=C1)N(C(=O)C=1C=NC(=CC1)F)OC(=O)C1CC1)F)=O